ClC=1C(=NC=CC1C=1C(=C(C=CC1)NC(C1=NC=C(C=C1)CN1CC(CC1)O)=O)C)C1=CC(=C(C=C1)CNCC1NC(CC1)=O)OC N-(3-(3-chloro-2-(3-methoxy-4-((((5-oxopyrrolidin-2-yl)methyl)amino)methyl)phenyl)pyridin-4-yl)-2-methylphenyl)-5-((3-hydroxypyrrolidin-1-yl)methyl)picolinamide